C(C(C)(C)C)OC(C(C(C(=O)OCC(C)(C)C)C(C)C)C(C)C)=O dineopentyl-2,3-diisopropylsuccinate